CC(C(=O)OC)CC=O.CC(C(=O)OC)CC=O dimethyl bis(2-methyl-4-oxobutanoate)